NC1=CC=C(C=C1)S(=O)(=O)C1=CC=C(C=C1)N bis-(4-aminophenyl) sulfone